ClC1=CC=C(C=C1)C=1C(=NC=NC1C=1C(=NN(C1C)CC1=CC=C(C=C1)C(F)(F)F)C)N 5-(p-chlorophenyl)-6-(3,5-dimethyl-1-{[p-(trifluoromethyl)phenyl]methyl}-1H-pyrazol-4-yl)-4-pyrimidinylamine